tert-Butyl N-[(4S)-1H,4H,5H,6H-cyclopenta[c]pyrazol-4-yl]carbamate N1N=CC2=C1CC[C@@H]2NC(OC(C)(C)C)=O